FC1=NN(C=C1C=1SC(=CN1)NC1=NC2=C(C=CC(=C2C=N1)N1[C@@H]([C@H](C1)CS(=O)(=O)C)C)C(C)C)C 2-(3-Fluoro-1-methyl-1H-pyrazol-4-yl)-N-(8-isopropyl-5-((2R,3S)-2-methyl-3-((methanesulfonyl)methyl)azetidin-1-yl)quinazolin-2-yl)thiazol-5-amine